O=C1N2[C@@H](COC1)CN(CC2)CC2=CC=1N(C=C2)N=CC1N1C(NC(CC1)=O)=O (R)-1-(5-((4-oxohexahydropyrazino[2,1-c][1,4]oxazin-8(1H)-yl)methyl)pyrazolo[1,5-a]pyridin-3-yl)dihydropyrimidine-2,4(1H,3H)-dione